CC1=C(C(=O)NC(C)C2=CC(=NC3=CC=CC=C23)NCC(=O)N2CCOCC2)C=CC=C1 2-methyl-N-[1-(2-{[2-(morpholin-4-yl)-2-oxoethyl]amino}quinolin-4-yl)ethyl]benzamide